C(C)(CC)N1N=C(C=2N=C(N=C(C21)N[C@H](C)C=2C=NC1=CC=CC=C1C2)N2CCN(CC2)C(C)=O)C2CC2 1-{4-[1-sec-butyl-3-cyclopropyl-7-((R)-1-quinolin-3-yl-ethylamino)-1H-pyrazolo[4,3-d]pyrimidin-5-yl]-piperazin-1-yl}-ethanone